N-[2-(aminocarbonyl)phenyl]-1-(2-thienylcarbonyl)-4-piperidinecarboxamide NC(=O)C1=C(C=CC=C1)NC(=O)C1CCN(CC1)C(=O)C=1SC=CC1